triazacyclononane-1-yl-acetic acid N1(NNCCCCCC1)CC(=O)O